3,4-difluorophenyl-dicyclohexylbutene FC=1C=C(C=CC1F)C(=C(C1CCCCC1)C1CCCCC1)CC